2-trifluoroethoxymethyl ethylene carbonate C(O)(O)=O.FC(COCC=C)(F)F